FC=1C(=C(C#N)C=C(C1)[C@H]1N(OCC1)C(=O)C1CCN(CC1)C1=NC=NC(=C1F)N1N=CC(=C1)C)C 3-fluoro-5-[(3S)-2-[1-[5-fluoro-6-(4-methylpyrazol-1-yl)pyrimidin-4-yl]piperidine-4-carbonyl]isoxazolidin-3-yl]-2-methyl-benzonitrile